MethylAcrylate COC(C=C)=O